2-((S)-1-(2-fluoroacryloyl)-4-(7-(8-(methyl-13C)naphthalen-1-yl)-2-(((S)-1-methylpyrrolidin-2-yl)methoxy)-5,6,7,8-tetrahydropyrido[3,4-d]pyrimidin-4-yl)piperazin-2-yl)acetonitrile FC(C(=O)N1[C@H](CN(CC1)C=1C2=C(N=C(N1)OC[C@H]1N(CCC1)C)CN(CC2)C2=CC=CC1=CC=CC(=C21)[13CH3])CC#N)=C